neononyl acetate (3,5,5-trimethylhexyl acetate) CC(CCCC(=O)O)CC(C)(C)C.C(C)(=O)OCCCCCC(C)(C)C